1-ethyl-2-methyl-pyridine Bromide [Br-].C(C)N1C(C=CC=C1)C